triethoxy(cyclohexyl)silane C(C)O[Si](C1CCCCC1)(OCC)OCC